bis(3-propyltrimethoxysilyl)amine CCCCO[Si](OC)(OC)N[Si](OC)(OC)OCCCC